1-(6-(((1S,3S)-3-((3H-Imidazo[4,5-b]pyridin-2-yl)amino)cyclopentyl)amino)pyridin-3-yl)-3-methylimidazolidine-2,4-dione N1=C(NC2=NC=CC=C21)N[C@@H]2C[C@H](CC2)NC2=CC=C(C=N2)N2C(N(C(C2)=O)C)=O